Methyl (S)-2-((S)-3-cyclopropyl-2-(2-((S)-1-(2,3-difluorobenzyl)-5-oxopyrrolidin-2-yl)acetamido)propanamido)-3-(2-fluorophenyl)propanoate C1(CC1)C[C@@H](C(=O)N[C@H](C(=O)OC)CC1=C(C=CC=C1)F)NC(C[C@H]1N(C(CC1)=O)CC1=C(C(=CC=C1)F)F)=O